ClC1=CC=C(N(C)[C@@H]2[C@@H](CN(CC2)C(=O)OC(C)(C)C)C)C=C1 tert-butyl (3R,4S)-4-(4-chloro-N-methyl-anilino)-3-methyl-piperidine-1-carboxylate